(1H-benzimidazol-5-ylamino)[4-(2-cyclopropyl-1,3-thiazol-5-yl)phenyl]acetonitrile N1C=NC2=C1C=CC(=C2)NC(C#N)C2=CC=C(C=C2)C2=CN=C(S2)C2CC2